FC=1C=C(C=C(C1F)F)B1NB(NB(N1)C1=CC(=C(C(=C1)F)F)F)C1=CC(=C(C(=C1)F)F)F 2,4,6-tris(3,4,5-trifluorophenyl)borazine